COC1CN(C1)C2=NC(=NC3=C2N=CN3[C@@H]4C[C@@H](C=C4)CO)N The molecule is a 2,6-diaminopurine that is an analogue of abacavir in which the cyclopropylamino group at position 6 of the purine moiety is replaced by a 3-methoxyazetidin-1-yl group. One of a series of synthesised abacavir analogues with antiviral activity found to stimulate IFN-gamma secretion in abacavir-responsive clones. It has a role as an antiviral agent. It derives from an abacavir.